N-(1-methylcyclopropyl)-2-(1,3-oxazol-5-yl)pyrido[3,4-d]pyrimidin-4-amine CC1(CC1)NC=1C2=C(N=C(N1)C1=CN=CO1)C=NC=C2